ClC=1C=NNC1C1=CC=CC(=N1)C(=O)NC1=NC=C(C=C1)NC(=O)C1CN(CC(C1)(F)F)C(C(=C)F)=O 6-(4-chloro-1H-pyrazol-5-yl)-N-(5-(5,5-difluoro-1-(2-fluoroacryloyl)piperidine-3-carboxamido)pyridin-2-yl)picolinamide